N1(CCOCC1)CCCCCCCCCCCCCCCCCC(=O)[O-] morpholinstearate